BrCCCCCC(=O)OCCCCCCCC\C=C/C\C=C/CCCCC (9Z,12Z)-octadeca-9,12-dien-1-yl 6-bromohexanoate